lauroyl-aspartic acid anion C(CCCCCCCCCCC)(=O)N[C@@H](CC(=O)[O-])C(=O)[O-]